trans-1-((4-((S)-3-(3-cyano-5-fluorophenyl)isoxazolidine-2-carbonyl)cyclohexyl)methyl)-1H-pyrrolo[3,2-b]pyridine-6-carbonitrile C(#N)C=1C=C(C=C(C1)F)[C@H]1N(OCC1)C(=O)[C@@H]1CC[C@H](CC1)CN1C=CC2=NC=C(C=C21)C#N